3-methyl-5-(4,4,5,5-tetramethyl-1,3,2-dioxaborolan-2-yl)pyridine CC=1C=NC=C(C1)B1OC(C(O1)(C)C)(C)C